4-(2,3-difluorophenyl)-5-methylpyrimidine-2-carboxylic acid FC1=C(C=CC=C1F)C1=NC(=NC=C1C)C(=O)O